[Na+].P(=O)(O)(O)CN(CC(=O)O)CC(=O)[O-] N-(phosphonomethyl)iminodiacetic acid, monosodium salt